ClC1=CC=C(C=C1)[C@H](CCNC(=O)C=1C(=NC=C(C1)C=1C=CC=2N(N1)C=C(N2)NC(CN2CCOCC2)=O)C)O N-[(3S)-3-(4-chlorophenyl)-3-hydroxypropyl]-2-methyl-5-{2-[2-(morpholin-4-yl)acetamido]imidazo[1,2-b]pyridazin-6-yl}pyridine-3-carboxamide